ClC=1C=CC(=C(CNC2CCN(CC2)C)C1)OCCOC N-(5-chloro-2-(2-methoxyethoxy)benzyl)-1-methylpiperidin-4-amine